C1C=CCC2C1C(=O)N(C2=O)SC(Cl)(Cl)Cl The molecule is a dicarboximide that is 3a,4,7,7a-tetrahydrophthalimide in which the hydrogen attached to the nitrogen is replaced by a trichloromethyl group. A non-systemic fungicide introduced in the 1950s, it is widely used for the control of fungal diseases in fruits, vegetables, and ornamental crops. It has a role as an antifungal agrochemical. It is a member of isoindoles, an organochlorine compound, an organosulfur compound and a phthalimide fungicide.